3-(tert-butylsulfanyl)-1-(4-chlorobenzyl)-2-(2-methyl-2-(1-methyl-1H-tetrazol-5-yl)propyl)-1H-indol-5-ol C(C)(C)(C)SC1=C(N(C2=CC=C(C=C12)O)CC1=CC=C(C=C1)Cl)CC(C)(C1=NN=NN1C)C